5-(benzyloxy)-7,7-dimethyl-7H-benzo[b]naphtho[1,2-d]silole C(C1=CC=CC=C1)OC1=CC2=C(C3=C([Si]2(C)C)C=CC=C3)C=3C=CC=CC13